6-((9-(diethylamino)-5-oxo-5H-benzo[a]phenoxazin-2-yl)oxy)hexanoic acid C(C)N(C=1C=C2OC3=CC(C4=C(C3=NC2=CC1)C=C(C=C4)OCCCCCC(=O)O)=O)CC